BrC1=CC=C2C(=N1)CCN2C(=O)C2=C(C=CC=C2)N(S(=O)(=O)C)C N-(2-(5-bromo-2,3-dihydro-1H-pyrrolo[3,2-b]pyridine-1-carbonyl)phenyl)-N-methylmethanesulfonamide